FC1=CC=C(C=C1)CNC(C1=CC(=CC=C1)N1C=NC2=CC=C(C=C2C1=O)C=1C=NNC1)=O N-[(4-Fluorophenyl)methyl]-3-[4-oxo-6-(1H-pyrazol-4-yl)quinazolin-3-yl]benzamide